C(C(=O)O)(O)P(=O)(O)O 2-hydroxyphosphonocarboxylic acid